(S)-6-(5-amino-5,7-dihydrospiro[cyclopenta[b]pyridin-6,4'-piperidin]-1'-yl)-3-(2-(trifluoromethyl)pyridin-3-yl)-1H-pyrazolo[3,4-d]pyrimidine-4-carbonitrile N[C@@H]1C=2C(=NC=CC2)CC12CCN(CC2)C2=NC(=C1C(=N2)NN=C1C=1C(=NC=CC1)C(F)(F)F)C#N